FC1=C2C=CN(C2=CC=C1N1CNCC=C1)C1CCN(CC1)CC1(CCNCC1)F 1-(4-Fluoro-1-(1-((4-fluoropiperidin-4-yl)methyl)piperidin-4-yl)-1H-indol-5-yl)dihydropyrimidine